O1CCOC12CCN(CC2)[C@@H]2[C@@H](CCC2)OC=2C=C1CN(C(C1=CC2)=O)C2C(NC(CC2)=O)=O 3-(5-(((1R,2S)-2-(1,4-dioxa-8-azaspiro[4.5]decan-8-yl)cyclopentyl)oxy)-1-oxoisoindolin-2-yl)piperidine-2,6-dione